tert-butyl (R)-(cyclobutylmethyl)(1-(4-((4-(4-oxo-4H-pyrido[1,2-a]pyrimidin-2-yl)-1H-1,2,3-triazol-1-yl) methyl)phenyl)piperidin-3-yl)carbamate C1(CCC1)CN(C(OC(C)(C)C)=O)[C@H]1CN(CCC1)C1=CC=C(C=C1)CN1N=NC(=C1)C=1N=C2N(C(C1)=O)C=CC=C2